tert-butyl 4-(3-cyclopropyl-7-fluoro-4,5-dihydropyrazolo[1,5-a]quinolin-2-yl)piperidine-1-carboxylate C1(CC1)C=1C(=NN2C1CCC1=CC(=CC=C21)F)C2CCN(CC2)C(=O)OC(C)(C)C